(S)-(2,7-Dimethyl-3-(1-methyl-5-(trifluoromethyl)-1H-pyrazol-3-yl)-2,4,5,7-tetrahydro-6H-pyrazolo[3,4-c]pyridin-6-yl)(5-methylbenzo[d]thiazol-6-yl)methanone CN1N=C2[C@@H](N(CCC2=C1C1=NN(C(=C1)C(F)(F)F)C)C(=O)C1=CC2=C(N=CS2)C=C1C)C